11-carbonyl-eicosane C(=O)=C(CCCCCCCCCC)CCCCCCCCC